2-{2,7-dichloro-8-fluoropyrido[4,3-d]pyrimidin-4-yl}-8,8-difluoro-5-oxa-2-azabicyclo[5.1.0]octane ClC=1N=C(C2=C(N1)C(=C(N=C2)Cl)F)N2C1C(C1COCC2)(F)F